3-(5-((3-(bis(4-fluorophenyl)methyl)-2-oxoimidazolidin-1-yl)methyl)-4-fluoro-1-oxoisoindolin-2-yl)piperidine-2,6-dione FC1=CC=C(C=C1)C(N1C(N(CC1)CC=1C(=C2CN(C(C2=CC1)=O)C1C(NC(CC1)=O)=O)F)=O)C1=CC=C(C=C1)F